ClC=1C=C(C=NC1N1N=CC=N1)NC(C1=C(C(=C(C(=C1F)F)C1=C(C=NC=C1)C#C)F)F)=O N-(5-chloro-6-(2H-1,2,3-triazol-2-yl)pyridin-3-yl)-4-(3-ethynylpyridin-4-yl)-2,3,5,6-Tetrafluorobenzamide